CC=1C(=NC=C(C1)C)OC1CCC2(CN(C2)C(=O)C2CC(C2)(C)O)CC1 (7-((3,5-Dimethylpyridin-2-yl)oxy)-2-azaspiro[3.5]nonan-2-yl)((1s,3s)-3-hydroxy-3-methylcyclobutyl)methanon